2-Ethyl-1-methylpyridinium C(C)C1=[N+](C=CC=C1)C